BrC=1C(=NC=CC1)C[C@H]1N(C(C2=CC=CC=C12)=O)C1CC(C1)C=O (1r,3r)-3-(1-((3-bromopyridin-2-yl)methyl)-3-oxoisoindolin-2-yl)cyclobutane-1-carbaldehyde